C(C1=CC=CC=C1)(C1=CC=CC=C1)N1[C@@H]2CN([C@H](C1)C2)C(=O)C=2C=C1CN(C(C1=CC2)=O)C2C(NC(CC2)=O)=O 3-(5-((1S,4S)-5-benzhydryl-2,5-diazabicyclo[2.2.1]heptane-2-carbonyl)-1-oxoisoindolin-2-yl)piperidine-2,6-dione